(S,E)-N-Boc-glycine-(3-penten-2-yl)ester CC(C=CC)OC(CNC(=O)OC(C)(C)C)=O